BrC=1C=C(C=NC(C(=O)O)C(C)C)C=C(C1)OC(C1=CN=CC=C1)=O 2-(3-bromo-5-(nicotinoyloxy)benzylidene-amino)-3-methyl-butanoic acid